4-((S)-4-acryloyl-2-methylpiperazin-1-yl)-7-(6-amino-2,3,4-trifluorophenyl)-6-chloro-1-(2-isopropyl-4-(methylthio)pyridin-3-yl)pyrido[2,3-d]pyrimidin-2(1H)-one C(C=C)(=O)N1C[C@@H](N(CC1)C=1C2=C(N(C(N1)=O)C=1C(=NC=CC1SC)C(C)C)N=C(C(=C2)Cl)C2=C(C(=C(C=C2N)F)F)F)C